C(C1=CC=CC=C1)NC(N(C1=NC=C(C=C1)C=1C=NN(C1)C)[C@@H]1CC[C@H](CC1)NC1=NC=C(C(=N1)N1C(CCC1)CCO)C#N)=O 3-benzyl-1-(trans-4-((5-cyano-4-(2-(2-hydroxyethyl)-pyrrolidin-1-yl)-pyrimidin-2-yl)-amino)cyclohexyl)-1-(5-(1-methyl-1H-pyrazol-4-yl)-pyridin-2-yl)urea